FC1=C(C=CC=C1F)C=1C=CC=2C(=NC=C(N2)N2CCC3([C@@H](C=4N(N=CC4)C3)N)CC2)N1 (S)-1-(6-(2,3-difluorophenyl)pyrido[2,3-b]pyrazin-2-yl)-4'h,6'h-spiro[piperidin-4,5'-pyrrolo[1,2-b]pyrazol]-4'-amine